2-(Bis(4-methoxybenzyl)amino)-4-(butylamino)pyrimidine ethyl-2-[(3-methyl-2,6-dioxo-7-propyl-2,3,6,7-tetrahydro-1H-purin-8-yl)thio]but-anoate C(C)OC(C(CC)SC1=NC=2N(C(NC(C2N1CCC)=O)=O)C)=O.COC1=CC=C(CN(C2=NC=CC(=N2)NCCCC)CC2=CC=C(C=C2)OC)C=C1